CN1N=C(C=C1)C(=O)OC methyl 1-methylpyrazole-3-carboxylate